C(C)(C)(C)C1=C(O[Mo](OC2=C(C=C(C=C2C)C(C)(C)C)C(C)(C)C)(OC2=C(C=C(C=C2C)C(C)(C)C)C(C)(C)C)(Cl)Cl)C(=CC(=C1)C(C)(C)C)C tri(2,4-di-tert-butyl-6-methyl-phenoxy)molybdenum dichloride